N-(5-benzylthiazol-2-yl)-4-((2-(2,6-dioxopiperidin-3-yl)-3-oxoisoindolin-5-yl)oxy)benzamide C(C1=CC=CC=C1)C1=CN=C(S1)NC(C1=CC=C(C=C1)OC=1C=C2C(N(CC2=CC1)C1C(NC(CC1)=O)=O)=O)=O